C(C)[C@H]1OCCN(C1)CC1=CC(=C2CN(C(C2=C1)=O)C1=CC(=CC=C1)C1(CC(C1)C)C1=NN=CN1C)C(F)(F)F 6-(((R)-2-ethylmorpholino)methyl)-2-(3-((1s,3S)-3-methyl-1-(4-methyl-4H-1,2,4-triazol-3-yl)cyclobutyl)phenyl)-4-(trifluoromethyl)isoindolin-1-one